CN1C(C(N(C2=CC=CC=C12)C1CCNCC1)=O)=O 4-(4-methyl-2,3-dioxo-3,4-dihydroquinoxalin-1(2H)-yl)piperidine